2-(3-methyl-1,2,4-oxadiazol-5-yl)-5-[4-(1H-pyrazol-1-yl)piperidin-1-yl]-2-azabicyclo[2.2.2]octane CC1=NOC(=N1)N1C2CC(C(C1)CC2)N2CCC(CC2)N2N=CC=C2